tert-Butyl 2-(2-((1s,4s)-4-(3-methoxy-4-methylphenylcarbamoyl)cyclohexyl)-7-methyl-3-oxoisoindolin-5-yloxy)ethyl(methyl)carbamate COC=1C=C(C=CC1C)NC(=O)C1CCC(CC1)N1CC2=C(C=C(C=C2C1=O)OCCN(C(OC(C)(C)C)=O)C)C